The molecule is an amino tetrasaccharide consisting of two alpha-D-mannopyranosyl and two 2-acetamido-2-deoxy-beta-D-glucopyranosyl residues joined in sequence by (1->6), (1->4) and (1->4) glycosidic linkages. It is an amino tetrasaccharide and a member of acetamides. CC(=O)N[C@@H]1[C@H]([C@@H]([C@H](O[C@H]1O)CO)O[C@H]2[C@@H]([C@H]([C@@H]([C@H](O2)CO)O[C@@H]3[C@H]([C@H]([C@@H]([C@H](O3)CO[C@@H]4[C@H]([C@H]([C@@H]([C@H](O4)CO)O)O)O)O)O)O)O)NC(=O)C)O